FC1=C(CN2CCC(CC2)C2=CC=C(C=C2)[C@@]2(C(NC(CC2)=O)=O)C)C=C(C=C1)C1=CC=2C(=C(N=NC2N[C@H](C)C2=C(C(=CC=C2)F)C)C)C=N1 (R)-3-(4-(1-(2-fluoro-5-(1-(((R)-1-(3-fluoro-2-methylphenyl)ethyl)amino)-4-methylpyrido[3,4-d]pyridazin-7-yl)benzyl)piperidin-4-yl)phenyl)-3-methylpiperidine-2,6-dione